(S)-3-Bromo-5-(3-fluoropyrrolidin-1-yl)-N-(3-((4-methoxybenzyl)oxy)-2,6-dimethylphenyl)-6-methylpyridin-2-amine BrC=1C(=NC(=C(C1)N1C[C@H](CC1)F)C)NC1=C(C(=CC=C1C)OCC1=CC=C(C=C1)OC)C